CN(CCCNCCCN)C Dimethyl-AminoPropylAminoPropylAmine